N=1N(N=CC1)C1=C(C=CC=C1)C(=O)N1[C@@H]2[C@@H](C[C@H](C1)CC2)NC2=NC=C(C=C2)Cl (2-(2H-1,2,3-triazol-2-yl)phenyl)((1S,4R,6R)-6-((5-chloropyridin-2-yl)amino)-2-azabicyclo[2.2.2]oct-2-yl)methanone